COC=1C=C(C=CC1OCC#C)/C=C/C(=O)NC1=C(C=CC=C1)C1=NNC(=N1)C (E)-3-(3-methoxy-4-(prop-2-yn-1-yloxy)phenyl)-N-(2-(5-methyl-1H-1,2,4-triazol-3-yl)phenyl)acrylamide